3-(3-phenylpropyl)-5-(1-tert-butoxycarbonyl-4-cyclobutylmethylpyrrolidin-2-yl)-1,2,4-oxadiazole C1(=CC=CC=C1)CCCC1=NOC(=N1)C1N(CC(C1)CC1CCC1)C(=O)OC(C)(C)C